3-(6-Fluoro-1-oxo-5-(((S)-pyrrolidin-3-yl)oxy)isoindolin-2-yl)piperidine-2,6-dione FC1=C(C=C2CN(C(C2=C1)=O)C1C(NC(CC1)=O)=O)O[C@@H]1CNCC1